CC(C)(CCC=C(C=C)C)O 2,6-Dimethyl-5,7-octadien-2-ol